11-methyl-11H-benzo[g]pyrido[2,3-b]indole-5-carboxylic acid methyl ester COC(=O)C=1C=C2C3=C(N(C2=C2C1C=CC=C2)C)N=CC=C3